C(C)(C)(C)OC(=O)N(C1=NC(=NC=C1C(F)(F)F)N(C(OC(C)(C)C)=O)C1=CC=C(C=C1)C(NC)=O)CC1=NC=CN=C1N(S(=O)(=O)C)C t-Butyl (4-((t-butoxycarbonyl)((3-(N-methylmethanesulfonamido)pyrazin-2-yl)methyl)amino)-5-(trifluoromethyl)pyrimidin-2-yl)(4-(methylcarbamoyl)phenyl)carbamate